2H,8H-pyrazolo[3,4-b]indole-5-carboxylate N=1NC=C2C1NC1=CC=C(C=C21)C(=O)[O-]